The molecule is an octadecatrienoyl-CoA that results from the formal condensation of the thiol group of coenzyme A with the carboxy group of (6Z,9Z,11E)-octadecatrienoic acid. It is a conjugate acid of a (6Z,9Z,11E)-octadecatrienoyl-CoA(4-). CCCCCC/C=C/C=C\\C/C=C\\CCCCC(=O)SCCNC(=O)CCNC(=O)[C@@H](C(C)(C)COP(=O)(O)OP(=O)(O)OC[C@@H]1[C@H]([C@H]([C@@H](O1)N2C=NC3=C(N=CN=C32)N)O)OP(=O)(O)O)O